C(C)(C)(C)OC(N(CC1=C(C=NC=C1)C=C1CCOCC1)C)=O N-methyl-N-[[3-(tetrahydropyran-4-ylidenemethyl)-4-pyridyl]methyl]carbamic acid tert-butyl ester